2-(hydroxymethyl)furan OCC=1OC=CC1